2-[[4-(4-Fluorophenyl)-5-(furan-2-yl)-4H-1,2,4-triazol-3-yl]sulfanyl]-N'-[(4-nitrophenyl)methylidene]acetohydrazide FC1=CC=C(C=C1)N1C(=NN=C1C=1OC=CC1)SCC(=O)NN=CC1=CC=C(C=C1)[N+](=O)[O-]